FC1C(C1)C(=O)NC=1N=C2N(C=C(C=C2)C=2C(=C3C(=NC2)NC=C3)C)C1 2-fluoro-N-(6-(4-methyl-1H-pyrrolo[2,3-b]pyridin-5-yl)imidazo[1,2-a]pyridin-2-yl)cyclopropanecarboxamide